tert-butyl 4-[4-[(2,6-dioxo-3-piperidyl)amino]-2,6-difluoro-phenyl]piperidine-1-carboxylate O=C1NC(CCC1NC1=CC(=C(C(=C1)F)C1CCN(CC1)C(=O)OC(C)(C)C)F)=O